FC1=C(C=NC=C1)C1CN(C1)C(=O)[C@@H]1CC[C@H]2N1C([C@H](CCCC2)NC(=O)C2=CC1=C(S2)C=CC(=C1)CP(O)(O)=O)=O ((2-(((3S,6S,10aS)-3-(3-(4-fluoropyridin-3-yl)azetidine-1-carbonyl)-5-oxodecahydropyrrolo[1,2-a]azocin-6-yl)carbamoyl)benzo[b]thiophen-5-yl)methyl)phosphonic acid